C(C)(C)(C)OC(=O)N1C(C2=CC=CC=C2CC1)C(NCC=1C=C2CN(C(C2=CC1)=O)C1C(NC(CC1)=O)=O)=O 1-(((2-(2,6-Dioxopiperidin-3-yl)-1-oxoisoindolin-5-yl)methyl)carbamoyl)-3,4-dihydroisoquinoline-2-carboxylic acid tert-butyl ester